tert-Butyl (4-((Diethoxyphosphoryl)methyl)phenyl)(isopropyl)-carbamate C(C)OP(=O)(OCC)CC1=CC=C(C=C1)N(C(OC(C)(C)C)=O)C(C)C